8-hydroxy-4,6-dimethylnonyl methoxymethyl ether COCOCCCC(CC(CC(C)O)C)C